FC(C=1C=C(C=C(C1)C(F)(F)F)N=C1CC2=C(S1(=O)=O)C=CC=C2)(F)F ((3,5-bis(trifluoromethyl)phenyl)imino)-2,3-dihydrobenzo[b]thiophene 1,1-dioxide